methyl 2-{[(3R,6R)-6-methyl-1-{[2-(2H-1,2,3-triazol-2-yl)phenyl]carbonyl}piperidin-3-yl]oxy}pyridine-4-carboxylate C[C@@H]1CC[C@H](CN1C(=O)C1=C(C=CC=C1)N1N=CC=N1)OC1=NC=CC(=C1)C(=O)OC